ClC1=C(C=CC=C1)[C@]1([C@H](CCCC1)NCC(F)F)NC (1R,2S)-1-(2-chlorophenyl)-N2-(2,2-difluoroethyl)-N1-methylcyclohexane-1,2-diamine